tert-butyl (3S)-3-(3,4-dihydro-2H-1,4-benzoxazin-8-yl)piperidine-1-carboxylate O1CCNC2=C1C(=CC=C2)[C@H]2CN(CCC2)C(=O)OC(C)(C)C